(R)-4-(4-iodo-1-(1H-pyrazol-3-yl)-1H-pyrazolo[3,4-b]pyridin-6-yl)-3-methylmorpholine IC1=C2C(=NC(=C1)N1[C@@H](COCC1)C)N(N=C2)C2=NNC=C2